tert-Butyl-4-(7-bromo-2,3-dioxo-2,3-dihydropyrido[2,3-b]pyrazin-4(1H)-yl)piperidine C(C)(C)(C)N1CCC(CC1)N1C2=C(NC(C1=O)=O)C=C(C=N2)Br